FC=1C=C2C(=NNC2=CC1OCCOC)C1=CC(=NO1)C1=CC=C(C=C1)C(=O)N1[C@H](COCC1)C 5-Fluoro-6-(2-methoxyethoxy)-3-(3-{4-[(3S)-3-methylmorpholine-4-carbonyl]phenyl}-1,2-oxazol-5-yl)-1H-indazole